cyclohexane-1,4-dimethanol terephthalate C(C1=CC=C(C(=O)O)C=C1)(=O)O.C1(CCC(CC1)CO)CO